COC1=C(C(=O)N(CC=2OC(=NN2)C=2SC=CC2)C)C=CC(=C1)N1CCOCC1 2-methoxy-N-methyl-4-morpholinyl-N-((5-(thiophen-2-yl)-1,3,4-oxadiazol-2-yl)methyl)benzamide